2,3,5-trimethylphenylhydroquinone CC1=C(C=C(C=C1C)C)C1=C(O)C=CC(=C1)O